N-((3,3-difluorocyclobutyl)methyl)-5-(2-(methylamino)-7H-pyrrolo[2,3-d]pyrimidin-5-yl)pyrazolo[1,5-a]pyridine-3-carboxamide FC1(CC(C1)CNC(=O)C=1C=NN2C1C=C(C=C2)C2=CNC=1N=C(N=CC12)NC)F